FCC=1N=C2C(=NC1N1CCC3([C@@H]([C@@H](OC3)C)N)CC1)NN=C2C#CC2=C(C(=CC=C2F)F)F (3S,4S)-8-(5-(fluoromethyl)-3-((2,3,6-trifluorophenyl)ethynyl)-1H-pyrazolo[3,4-b]pyrazin-6-yl)-3-methyl-2-oxa-8-azaspiro[4.5]decan-4-amine